FC=1C(=C(C=NC1C)O)C1=CC=NO1 5-fluoro-4-(isoxazol-5-yl)-6-methylpyridin-3-ol